{[4-(benzyloxy)-6-fluoro-5-iodonaphthalen-2-yl]oxy}triisopropylsilane C(C1=CC=CC=C1)OC1=CC(=CC2=CC=C(C(=C12)I)F)O[Si](C(C)C)(C(C)C)C(C)C